N-(3-bromo-5-methanesulfonamidophenyl)-2-oxo-1-phenyl-2,3-dihydro-1H-imidazole-4-carboxamide BrC=1C=C(C=C(C1)NS(=O)(=O)C)NC(=O)C=1NC(N(C1)C1=CC=CC=C1)=O